3,4-dichloro-1-[4-(difluoromethoxy)-phenyl]-pyrrole-2,5-dione ClC=1C(N(C(C1Cl)=O)C1=CC=C(C=C1)OC(F)F)=O